O=C1N(C(C=C(N1)C(C(F)(F)F)(F)F)=O)C1=CC(=C(C#N)C=C1OC)OC1=C(C=CC=C1)C 4-[2,6-Dioxo-4-(pentafluoroethyl)-3,6-dihydropyrimidin-1(2H)-yl]-5-methoxy-2-(2-methylphenoxy)benzonitrile